BrC1=CC=C(C=C1)/C=C/C(=O)OC1=C(C=C(\C=N\C(C(=O)O)C(C)C)C=C1OC)Cl 2-((E)-((E)-4-((E)-3-(4-bromophenyl)acryloyloxy)-3-chloro-5-methoxybenzylidene)amino)-3-methylbutanoic acid